methoxybenzene-1-sulfonyl chloride COC1=C(C=CC=C1)S(=O)(=O)Cl